S1C(=NC2=C1C=CC=C2)S(=O)(=O)CC2CC(C2)(O)C trans-3-((benzo[d]thiazol-2-ylsulfonyl)methyl)-1-methylcyclobutan-1-ol